5-[2,3-difluoro-4-[1-(2-morpholinoethyl)-5-(trifluoromethyl)pyrazol-4-yl]phenyl]-1-methyl-imidazole-2-carboxamide FC1=C(C=CC(=C1F)C=1C=NN(C1C(F)(F)F)CCN1CCOCC1)C1=CN=C(N1C)C(=O)N